tert-butyl (1-(3-(2,3-dichlorophenyl)-1H-pyrazolo[3,4-b]pyrazin-6-yl)-4-methylpiperidin-4-yl)carbamate ClC1=C(C=CC=C1Cl)C1=NNC2=NC(=CN=C21)N2CCC(CC2)(C)NC(OC(C)(C)C)=O